(M)-Methyl N-[2-[6-chloro-4-[(2S,5R)-2,5-dimethyl-4-prop-2-enoyl-piperazin-1-yl]-1-(2-isopropyl-4-methyl-3-pyridyl)-2-oxo-pyrido[2,3-d]pyrimidin-7-yl]-3-fluorophenyl]carbamate ClC1=CC2=C(N(C(N=C2N2[C@H](CN([C@@H](C2)C)C(C=C)=O)C)=O)C=2C(=NC=CC2C)C(C)C)N=C1C1=C(C=CC=C1F)NC(OC)=O